ClC=1C=2N(C=C(C1)S(=O)(=O)N[C@@]1([C@@H](C1)F)C)C(=NC2)C=2SC(=NN2)C(F)F Cis-8-chloro-3-(5-(difluoromethyl)-1,3,4-thiadiazol-2-yl)-N-(2-fluoro-1-methylcyclopropyl)imidazo[1,5-a]pyridine-6-sulfonamide